1,3-di(vinyloxy)-2,2-di((vinyloxy)methyl)propane C(=C)OCC(COC=C)(COC=C)COC=C